1-(3-bromo-4-fluorophenyl)-2,5-dimethyl-1H-pyrrole BrC=1C=C(C=CC1F)N1C(=CC=C1C)C